tert-Butyl 4-(4-(2,6-dioxopiperidin-3-yl)-3,5-difluoro-2-methylphenyl)piperazine-1-carboxylate Palladium hydroxide [Pd](O)O.O=C1NC(CCC1C1=C(C(=C(C=C1F)N1CCN(CC1)C(=O)OC(C)(C)C)C)F)=O